ClC1=CC=C(OC(C(=O)O)(C)C)C=C1 2-(4-chlorophenoxy)-2-methylpropanoic acid